trans-6-oxabicyclo[3.1.0]hexan-3-ylmethanol C12CC(CC2O1)CO